FC(C)(F)C1=CC=C(C=C1)NC(CI)=O N-(4-(1,1-difluoroethyl)phenyl)-2-iodoacetamide